sodium diacetyl-amide C(C)(=O)[N-]C(C)=O.[Na+]